FC=1C(=C(C=CC1F)C1CCN(CC1)C(=O)C=1C2=C(NN1)CN(C2)C(C)=O)C(F)(F)F 1-(3-(4-(3,4-difluoro-2-(trifluoromethyl)phenyl)piperidine-1-carbonyl)-4,6-dihydropyrrolo[3,4-c]pyrazol-5(1H)-yl)ethan-1-one